FC(C1=C(C=C2CCCN(C2=C1)C1=NNC2=C1CN(CC2)C(C)=O)C=2C=NN(C2)C)F 1-(3-(7-(difluoromethyl)-6-(1-methyl-1H-pyrazol-4-yl)-3,4-dihydroquinolin-1(2H)-yl)-1,4,6,7-tetrahydro-5H-pyrazolo[4,3-c]pyridin-5-yl)ethan-1-one